C(=O)(OC(C)(C)C)C(C1CNC1)N 3-(boc-aminomethyl)azetidine